ClC1=NC=C(C=C1Cl)C(F)(F)F 2,3-dichloro-5-(trifluoromethyl)pyridine